1-ethyl-7-(2-hydroxypropan-2-yl)-3-(2-((triisopropylsilyl)oxy)ethyl)cinnolin-4(1H)-one C(C)N1N=C(C(C2=CC=C(C=C12)C(C)(C)O)=O)CCO[Si](C(C)C)(C(C)C)C(C)C